6-[[3-[(3S)-3-(3-cyano-5-fluoro-phenyl)isoxazolidine-2-carbonyl]cyclopentyl]methoxy]pyrimidine-4-carboxamide C(#N)C=1C=C(C=C(C1)F)[C@H]1N(OCC1)C(=O)C1CC(CC1)COC1=CC(=NC=N1)C(=O)N